C(C1=CC=CC=C1)N1CCC(CC1)C=C1CC2=C(S1(=O)=O)C=C(C(=C2)OC)OC 2-((1-benzylpiperidin-4-yl)methylene)-5,6-dimethoxy-2,3-dihydrobenzo[b]thiophene 1,1-dioxide